COC1=CC(=C(C=N1)N1C(NC2=C1C=CC=C2)=O)C 1-(6-methoxy-4-methylpyridin-3-yl)-1H-benzo[d]imidazol-2(3H)-one